1,2-dibromomethyl-benzene BrCC1=C(C=CC=C1)CBr